FC1CN(CCC1N)S(=O)(=O)C 3-fluoro-1-methanesulfonylpiperidin-4-amine